C(C)S(=O)(=O)N[C@@H]1[C@@H](N(CC1)C(=O)N(C)C)CC=1C(=C(C=CC1)C1=CC(=CC(=C1)F)F)F (2S,3S)-3-((ethylsulfonyl)amino)-N,N-dimethyl-2-((2,3',5'-trifluorobiphenyl-3-yl)methyl)pyrrolidine-1-carboxamide